FC(F)(F)S(=O)(=O)O trifluoromethylsulfonic acid